1,2-dipyrrolyl-ethanedione N1C(=CC=C1)C(C(=O)C=1NC=CC1)=O